C(C(=O)[O-])(=O)[O-].C(C(=O)[O-])(=O)[O-].[K+].BrC=1C=C2C(=NN(C2=CC1F)C1OCCCC1)C#C[Si](C(C)C)(C(C)C)C(C)C.[K+].[K+].[K+] 2-(5-bromo-6-fluoro-1-tetrahydropyran-2-yl-indazol-3-yl)ethynyl-triisopropyl-silane potassium bis(oxalate)